2-Bromo-6-chloro-1-cyclopropyl-5-fluoro-benzimidazole BrC1=NC2=C(N1C1CC1)C=C(C(=C2)F)Cl